3-(3-(cyclohexylmethoxy)phenyl)-n-methylpropan-1-amine C1(CCCCC1)COC=1C=C(C=CC1)CCCNC